[Cl-].[NH2+]1CCC2(CC1)CNC1=CC=CC=C12 spiro[indoline-3,4'-piperidin]-1'-ium chloride